FC1=C(C=CC(=C1F)OC1=NC=CC=C1C1=NC(=NC=C1)N[C@@H]1CNC(CC1)=O)NS(=O)(=O)CC1=CC=CC=C1 (S)-N-(2,3-difluoro-4-((3-(2-((6-oxopiperidin-3-yl)amino)pyrimidin-4-yl)pyridin-2-yl)oxy)phenyl)-1-phenylmethanesulfonamide